5-(4-isopropylphenyl)-1-methyl-3-(pyrrolidin-1-ylmethyl)-1H-1,2,4-triazole C(C)(C)C1=CC=C(C=C1)C1=NC(=NN1C)CN1CCCC1